4-fluoro-6-nitro-2H-isoquinolin-1-one FC1=CNC(C2=CC=C(C=C12)[N+](=O)[O-])=O